(S)-5-(2-(chroman-3-yl)-1H-benzo[d]imidazol-6-yl)oxazole O1C[C@@H](CC2=CC=CC=C12)C1=NC2=C(N1)C=C(C=C2)C2=CN=CO2